C1(CC1)N1CC(CCC1)NC(CN1N=C(N2C(C1=O)=CC1=C2SC=C1)COC)=O N-(1-cyclopropylpiperidin-3-yl)-2-(8-(methoxymethyl)-5-oxothieno[3',2':4,5]pyrrolo[1,2-d][1,2,4]triazin-6(5H)-yl)acetamide